4-(4-Methyl-1,4-diazepan-1-yl)-8-oxo-11-thia-1,3,5-triazatetracyclo[8.7.0.02,7.012,17]heptadeca-2(7),3,5,9,12,14,16-heptaene-9-carboxylic acid CN1CCN(CCC1)C1=NC=2N3C4=CC=CC=C4SC3=C(C(C2C=N1)=O)C(=O)O